ClC=1C(=CC2=C(N=C3C(NC(N=C3N2CCOCC2CCNCC2)=O)=O)C1)CC.FC(C=O)(F)F 2,2,2-trifluoroacetaldehyde compound with 7-chloro-8-ethyl-10-(2-(piperidin-4-ylmethoxy)ethyl)benzo[g]pteridine-2,4(3H,10H)-dione